4-(3-fluoro-2-methoxyphenyl)but-3-en-2-one FC=1C(=C(C=CC1)C=CC(C)=O)OC